3-(6-chloro-7-(difluoromethyl)-[1,2,4]triazolo[4,3-b]pyridazin-3-yl)-5-methyl-1,2-oxazole ClC=1C(=CC=2N(N1)C(=NN2)C2=NOC(=C2)C)C(F)F